C(C)(C)(C)OC(=O)NCC1=CC(=C(C(=C1)C)NC(=O)C1=CC2=C(OCCC3=C2SC=C3)C=C1C=1C(=NC(=CC1)C(=O)N1CC(CC1)(F)F)C(=O)OC)C methyl 3-(9-((4-(((tert-butoxycarbonyl)amino)methyl)-2,6-dimethylphenyl)carbamoyl)-4,5-dihydrobenzo[b]thieno[2,3-d]oxepin-8-yl)-6-(3,3-difluoropyrrolidine-1-carbonyl)picolinate